COC1=CC=CC2=C1OC1=C2C=CC=C1 4-(methoxy)dibenzofuran